N-(5-bromo-4'-((2-(1,1-difluoroethyl)-6-methylpyrimidin-4-yl)amino)-[2,3'-bipyridin]-6'-yl)acetamide BrC=1C=CC(=NC1)C=1C=NC(=CC1NC1=NC(=NC(=C1)C)C(C)(F)F)NC(C)=O